Hydroxy[2,2'-ethylidenebis[4,6-bis(1,1-dimethylpropyl)benzene]] OC1=C(C=C(C=C1C(CC)(C)C)C(CC)(C)C)C(C)C1=CC(=CC(=C1)C(CC)(C)C)C(CC)(C)C